ClC=1N=C(C2=C(N1)N(C=C2)S(=O)(=O)CCOC)N2C(COCC2)C 4-(2-chloro-7-((2-methoxyethyl)sulfonyl)-7H-pyrrolo[2,3-d]pyrimidin-4-yl)-3-methylmorpholine